2-methyl-4-(trifluoromethyl)-1-vinylbenzene CC1=C(C=CC(=C1)C(F)(F)F)C=C